BrC=1C=C(C(=O)N/N=C(\C)/C=2C=NC=CC2)C=CC1 (E)-3-bromo-N'-(1-(pyridin-3-yl)ethylidene)benzohydrazide